P(O)(=O)(OP(=O)(O)O)OC[C@@H]1[C@H]([C@H]([C@@H](O1)N1C=NC=2C(N)=NC=NC12)O)O anti-Adenosine Diphosphate